N-[(3-fluoropyridin-2-yl)methyl]-2-(2-{1,8,11-triazatricyclo[7.4.0.02,7]trideca-2(7),3,5,8-tetraen-11-yl}ethyl)-1,3-thiazole-4-carboxamide FC=1C(=NC=CC1)CNC(=O)C=1N=C(SC1)CCN1CC2=NC=3C=CC=CC3N2CC1